C(C)C1=C2C(=CC(=CC2=CC=C1F)O)C1=C(C=2N=C(N=C(C2C=N1)N1CCOCC[C@@H]1C)OC[C@]12CCCN2C[C@@H](C1)F)F 5-Ethyl-6-fluoro-4-(8-fluoro-2-(((2R,7aS)-2-fluorotetra-hydro-1H-pyrrolizin-7a(5H)-yl)-methoxy)-4-((S)-5-methyl-1,4-oxazepan-4-yl)-pyrido[4,3-d]pyrimidin-7-yl)-naphthalen-2-ol